C(=O)O.C(C1=CC=CC=C1)NC=1C=2N(C=C(N1)SC1CCNCC1)C(=CN2)C2CC2 N-BENZYL-3-CYCLOPROPYL-6-(PIPERIDIN-4-YLTHIO)IMIDAZO[1,2-A]PYRAZIN-8-AMINE FORMATE SALT